CC(CCCCCCCCCC=CCCC)CC 15-methyl-4-heptadecene